1,8-diazabicyclo[5.4.0]-7-undecene tribromide [Br-].[Br-].[Br-].N12CCCCCC2=NCCC1